ClC=1C=C(C=CC1)C1(NC=C(C(=N1)NC1CCNCC1)C1=CC(=C(C=C1)OC)OC)N 2-(3-chlorophenyl)-5-(3,4-dimethoxyphenyl)-N4-(piperidin-4-yl)pyrimidine-2,4-diamine